bis-((3,4-epoxycyclohexyl) methyl) adipate C(CCCCC(=O)OCC1CC2C(CC1)O2)(=O)OCC2CC1C(CC2)O1